C(CCC(=O)NCCCCCC(C)C)(=O)OCCCCCC(C)C.[La] lanthanum diisooctyl succinamate